ClC=1C=CC=2N=CN=C(C2N1)NC1=CC(=C(C=C1)OC=1C=C2C(=NC1)N(C=N2)C)C 6-chloro-N-(3-methyl-4-((3-methyl-3H-imidazo[4,5-b]pyridin-6-yl)oxy)phenyl)pyrido[3,2-d]pyrimidin-4-amine